N-(2-(1H-imidazol-1-yl)propyl)-4-mercaptobutanamide N1(C=NC=C1)C(CNC(CCCS)=O)C